(6-amino-5-(3-hydroxy-2,6-dimethylphenyl)-2,3-dimethyl-5H-pyrrolo[2,3-b]pyrazin-7-yl)(2-(trifluoromethyl)-6,7-dihydropyrazolo[1,5-a]pyrazin-5(4H)-yl)methanone NC1=C(C=2C(=NC(=C(N2)C)C)N1C1=C(C(=CC=C1C)O)C)C(=O)N1CC=2N(CC1)N=C(C2)C(F)(F)F